NC1=NN(C=C1S(=O)(=O)NC(=O)C=1C(=NC(=CC1)C(C)(C)C)OC1=C(C=C(C=C1C)C)C)C N-(3-Amino-1-methyl-pyrazol-4-yl)sulfonyl-6-tert-butyl-2-(2,4,6-trimethylphenoxy)pyridin-3-carboxamid